FC(S(=O)(=O)C1=CC=C(C(=O)O)C=C1)(F)F 4-(trifluoromethanesulfonyl)benzoic acid